CC=1C=C2C(=CNC2=CC1)C=O 5-METHYLINDOLE-3-CARBOXALDEHYDE